C(CCCCCCCCCCCCCCC)(=O)OCCCCCCCCOC(CCCCCCCCCCCCCCC)=O 1,8-octanediol dipalmitate